C[C@H]1N([C@@H](COC1)C)C(N)=S (3R,5R)-3,5-Dimethylmorpholine-4-thioamide